2-amino-1-(2-(4-fluorophenyl)-8,8-dimethyl-3-((6-(trifluoromethyl)pyridin-3-yl)amino)-5,6-dihydroimidazo[1,2-a]pyrazin-7(8H)-yl)ethan-1-one NCC(=O)N1C(C=2N(CC1)C(=C(N2)C2=CC=C(C=C2)F)NC=2C=NC(=CC2)C(F)(F)F)(C)C